FC(C=1C=CC(=NC1)CN(N)C(=O)C=1CC2=C3C(C=NC2=CC1)=CN=N3)(F)F N-[[5-(trifluoromethyl)-2-pyridyl]methyl]pyrazolo[4,3-c]quinoline-8-carbohydrazide